2-(2-aminoethylamino)propyl-trimethoxysilane NCCNC(C[Si](OC)(OC)OC)C